NCCCN(C)CC1=CC=C(C=C1)C1=CC2=C(N=CN=C2C=2C(=C(C=C(C2)F)NC(C2=C(C=C(C=C2)C(C)(C)O)F)=O)C)N1 N-(3-(6-(4-(((3-aminopropyl)(methyl)amino)methyl)phenyl)-7H-pyrrolo[2,3-d]pyrimidin-4-yl)-5-fluoro-2-methylphenyl)-2-fluoro-4-(2-hydroxypropan-2-yl)benzamide